2,5-bis(n-octyloxycarbonyl-methylthio)-1,3,4-thiadiazole C(CCCCCCC)OC(=O)CSC=1SC(=NN1)SCC(=O)OCCCCCCCC